2-(benzo[d]thiazol-5-yl)-5-methylpiperidine S1C=NC2=C1C=CC(=C2)C2NCC(CC2)C